C(C)(C)C1=NC(=NO1)C=1C=C2CC[C@H](C2=CC1)NC(=O)C=1C=NNC1 (R)-N-(5-(5-isopropyl-1,2,4-oxadiazol-3-yl)-2,3-dihydro-1H-inden-1-yl)-1H-pyrazole-4-carboxamide